1-((cyclopropylmethyl)sulfonyl)-2-(dimethoxymethyl)-4-nitrobenzene C1(CC1)CS(=O)(=O)C1=C(C=C(C=C1)[N+](=O)[O-])C(OC)OC